ClC=1C=C(C=NC1OC)C1=CN(C2=NC=CC(=C21)OC2=C(C=C(C=C2F)[N+](=O)[O-])F)COCC[Si](C)(C)C 3-(5-chloro-6-methoxypyridin-3-yl)-4-(2,6-difluoro-4-nitrophenoxy)-1-{[2-(trimethylsilyl)ethoxy]methyl}-1H-pyrrolo[2,3-b]pyridine